5,5-dimethyl-1-n-propyl-1,3-cyclohexadiene CC1(C=CC=C(C1)CCC)C